6-tert-Butyl-1,1-dimethyl-4-indanylmethylketon C(C)(C)(C)C1=CC(=C2CCC(C2=C1)(C)C)CC(=O)CC1=C2CCC(C2=CC(=C1)C(C)(C)C)(C)C